C1(CCCC1)NC1=NC(=NC(=C1)C)NC=1C=C(C2=C(CCO2)C1)OCCCN1CCCC1 N4-cyclopentyl-6-methyl-N2-[7-(3-pyrrolidin-1-ylpropoxy)-2,3-dihydrobenzofuran-5-yl]pyrimidine-2,4-diamine